N-(((1r,4r)-4-aminocyclohexyl)methyl)-6-(4-methylpiperidin-1-yl)-5-(trifluoromethyl)pyridin-3-amine NC1CCC(CC1)CNC=1C=NC(=C(C1)C(F)(F)F)N1CCC(CC1)C